[C@@H]1([C@H](O)[C@@H](O)[C@@H](O1)CO)O[C@@H]1[C@H]([C@@H](O)O[C@@H]([C@H]1O)CO)O alpha-L-arabinofuranosyl-(1-3)-alpha-D-glucose